isopropyl (E)-3-(3-(3,5-bis(trifluoro-methyl)phenyl)-1H-1,2,4-triazol-1-yl)-2-(3,5-dimethylisoxazol-4-yl)acrylate FC(C=1C=C(C=C(C1)C(F)(F)F)C1=NN(C=N1)/C=C(/C(=O)OC(C)C)\C=1C(=NOC1C)C)(F)F